benzonaphtho[1,2,3-de]benzopyran C1=COC2=C3C1=C1C(C=CC=4C=CC=CC14)=CC3=CC=C2